ClC1=CC=C(C=C1)C(C(N1CC2(C3=CC=C(C=C13)OC(F)(F)F)CC2)=O)NC=2C=C(C=C(C2)OC)C(CC)=NOC(C(=O)O)(C)C 2-(((1-(3-((1-(4-chlorophenyl)-2-oxo-2-(6'-(trifluoromethoxy)spiro[cyclopropane-1,3'-indolin]-1'-yl)ethyl)amino)-5-methoxyphenyl)propylidene)amino)oxy)-2-methylpropanoic acid